5-Bromo-7-(2,2,2-trifluoroethyl)-7H-pyrrolo[2,3-d]pyrimidin-4-ylamine BrC1=CN(C=2N=CN=C(C21)N)CC(F)(F)F